tert-butyl 2-(2,2-dimethyl-1,3-dioxan-5-yl)-2,7-diazaspiro[3.5]nonane-7-carboxylate CC1(OCC(CO1)N1CC2(C1)CCN(CC2)C(=O)OC(C)(C)C)C